2-(2,6-dioxopiperidin-3-yl)-5-(4-(piperidin-4-ylmethyl)piperazin-1-yl)isoindoline-1,3-dione trifluoroacetate FC(C(=O)O)(F)F.O=C1NC(CCC1N1C(C2=CC=C(C=C2C1=O)N1CCN(CC1)CC1CCNCC1)=O)=O